Methyl (1S,3S)-3-((6-(5-((5-(cyclopropylmethyl)-1,3,4-oxadiazol-2-yl)amino)-1-methyl-1H-1,2,3-triazol-4-yl)-2-methylpyridin-3-yl)oxy)cyclohexane-1-carboxylate C1(CC1)CC1=NN=C(O1)NC1=C(N=NN1C)C1=CC=C(C(=N1)C)O[C@@H]1C[C@H](CCC1)C(=O)OC